N-((5-(2,6-dioxopiperidin-3-yl)-4-oxo-5,6-dihydro-4H-thieno[3,4-c]pyrrol-1-yl)methyl)-2-morpholinoacetamide O=C1NC(CCC1N1CC=2C(C1=O)=CSC2CNC(CN2CCOCC2)=O)=O